ClC=1C=CC=C2C=CC=C(C12)N1CC=2N(CC1)C(=C(N2)C(=O)OCC)N2C[C@@H](NCC2)CC#N ethyl (S)-7-(8-chloronaphthalen-1-yl)-3-(3-(cyanomethyl)piperazin-1-yl)-5,6,7,8-tetrahydroimidazo[1,2-a]pyrazine-2-carboxylate